(S)-7-(tert-butyl)-N-((R)-3-oxo-1-(4-(6-oxo-1,6-dihydropyridin-3-yl)phenyl)propyl)-5,6,7,8-tetrahydrothiazolo[5,4-b]quinoline-2-carboxamide C(C)(C)(C)[C@@H]1CC=2C=C3C(=NC2CC1)SC(=N3)C(=O)N[C@H](CC=O)C3=CC=C(C=C3)C3=CNC(C=C3)=O